tert-butyl (3e)-3-{[(1-methyl-4-oxo-1,4-dihydroquinolin-3-yl)methyl]amino}piperidine-1-carboxylate CN1C=C(C(C2=CC=CC=C12)=O)CNC1CN(CCC1)C(=O)OC(C)(C)C